N-ethyl-N-(trifluoro-lambda4-sulfanyl)ethylamine C(C)N(S(F)(F)F)CC